ClC=1C=CC(=C(C1)C1=C(N=CN1)C=1N=C2C=C(C=NC2=CC1)N1C[C@H](CC1)N(C)C)F |r| rac-(3S)-1-(6-[5-(5-chloro-2-fluoro-phenyl)-1H-imidazol-4-yl]-1,5-naphthyridin-3-yl)-N,N-dimethyl-pyrrolidin-3-amine